NC1=C2N=C(N(C2=NC(=N1)F)CC=1C=C(C=CC1)CS(=O)(=O)N(C)CCO[Si](C)(C)C(C)(C)C)Br 1-(3-((6-amino-8-bromo-2-fluoro-9H-purin-9-yl)methyl)phenyl)-N-(2-((tert-butyldimethylsilyl)oxy)ethyl)-N-methylmethanesulfonamide